cobalt (II) thiocyanate [Co](SC#N)SC#N